C[NH+]1CCN(C1)C.[Cl-] 1,3-dimethylimidazolinium chloride